BrC1=C2C=NN=CC2=CC=C1 5-bromophthalazine